S1C(=CC=C1)S1S(CC=C1)C=1SC=CC1 1,2-bis(thiophen-2-yl)dithiol